CO[C@@H]1[C@@H]([C@@H]2C[C@H]([C@H]([C@@H]3CC[C@]4(OO[C@]32[C@H](O1)O4)C)C)O)C (3R,5aS,6S,7R,8aS,9R,10S,12R,12aR)-10-methoxy-3,6,9-trimethyldecahydro-12H-3,12-Epoxypyrano[4,3-j][1,2]benzodioxepin-7-ol